ClC1=NC=2C(CCCC2C=C1)=O 2-chloro-6,7-dihydro-5H-8-quinolinone